4-(1,1-dimethylethyl)benzenepropanal CC(C)(C)C1=CC=C(C=C1)CCC=O